FC1=C(C(=CC=C1)F)C#CC1=CN=C(C2=CC=CC=C12)N1CCN(CC1)C 4-((2,6-difluorophenyl)ethynyl)-1-(4-methylpiperazin-1-yl)isoquinoline